COC=1C=C2CC(CC2=CC1OC)N1CCCC1 5,6-dimethoxy-2-(pyrrolidino)indan